C(=O)(O)C1CC2=C(C3=C(C#C1)C=CC=C3C(=O)N)C=CC=C2 7-carboxy-dibenzocyclooctynamide